2,4-difluoro-N-(5-(3-fluoro-4-(piperazine-1-yl)quinolin-6-yl)-2-methoxypyridin-3-yl)benzenesulfonamide trifluoroacetate FC(C(=O)O)(F)F.FC1=C(C=CC(=C1)F)S(=O)(=O)NC=1C(=NC=C(C1)C=1C=C2C(=C(C=NC2=CC1)F)N1CCNCC1)OC